C1NC(CC12CC(NCC2)=O)=O 2,8-diazaspiro[4.5]decane-3,7-dione